ClC1=CC=2C(=NC=C(N2)C=O)C(=N1)N1[C@H](CC1)C (S)-7-chloro-5-(2-methylazetidine-1-yl)pyridino[3,4-b]pyrazin-2-formaldehyde